3-(4-(N,N-dimethylsulfamoyl)phenyl)-7-isopropyl-1H-indole-2-carboxylic acid CN(S(=O)(=O)C1=CC=C(C=C1)C1=C(NC2=C(C=CC=C12)C(C)C)C(=O)O)C